3-aminoprop-1-ene NCC=C